ClC=1C(=C(C=CC1F)N(C(=O)[C@H]1N(C(N(C1)CC1CN(C1)C(=O)OC(C)(C)C)=O)C1=NC(=CC(=C1)C(F)(F)F)C)C)F (S)-tert-butyl 3-((4-((3-chloro-2,4-difluoro-phenyl)(methyl)carbamoyl)-3-(6-methyl-4-(trifluoromethyl)pyridin-2-yl)-2-oxoimidazolidin-1-yl)methyl)azetidine-1-carboxylate